((4-amino-8-(3-hydroxy-2,6-dimethylphenyl)pyrido[3,4-d]pyrimidin-6-yl)imino)dimethyl-λ6-sulfanone NC=1C2=C(N=CN1)C(=NC(=C2)N=S(=O)(C)C)C2=C(C(=CC=C2C)O)C